L-alanyl-L-aspartic acid N[C@@H](C)C(=O)N[C@@H](CC(=O)O)C(=O)O